N-[(6-Amino-2-pyridyl)sulfonyl]-6-tetrahydrofuran-3-yl-2-[(4S)-2,2,4-trimethylpyrrolidin-1-yl]pyridin-3-carboxamid NC1=CC=CC(=N1)S(=O)(=O)NC(=O)C=1C(=NC(=CC1)C1COCC1)N1C(C[C@@H](C1)C)(C)C